OCC1OC(C2C1OC(O2)(C)C)O 6-(hydroxymethyl)-2,2-dimethyl-3a,4,6,6a-tetrahydrofuro[3,4-d][1,3]dioxol-4-ol